C(CCC)OC(=O)NC1(CCCCC1)C(=O)O butoxycarbonylaminocyclohexanecarboxylic acid